N(=[N+]=[N-])C1=[N+](CCN1C)C 2-azido-1,3-dimethyl-4,5-dihydroimidazol-1-ium